5-butyl-7-chloro-6-hydroxybenzo[c]-quinolinium chloride [Cl-].C(CCC)[N+]1=C(C2=C(C3=CC=CC=C13)C=CC=C2Cl)O